O1N=C(C2=C1C=CC=C2)COC2=CC=CC(=N2)C2CCN(CC2)CC2=NC1=C(N2C[C@H]2OCC2)C=C(C=C1)C(=O)[O-] (S)-2-((4-(6-((benzo[d]isoxazol-3-yl)methoxy)pyridin-2-yl)piperidin-1-yl)methanyl)-1-((oxetan-2-yl)methyl)-1H-benzo[d]imidazole-6-carboxylate